(R)-4-(6-(1,4-dimethyl-1H-pyrazol-5-yl)-2-(1H-pyrrolo[2,3-c]pyridin-4-yl)pyrido[3,2-d]pyrimidin-4-yl)-3-methylmorpholine CN1N=CC(=C1C=1C=CC=2N=C(N=C(C2N1)N1[C@@H](COCC1)C)C1=C2C(=CN=C1)NC=C2)C